3-methoxy-4-(methylamino)cyclobut-3-en-1,2-dione COC=1C(C(C1NC)=O)=O